6-((2,6-dimethyl-pyrimidin-4-yl)amino)-N-ethoxy-4-((2-methoxy-3-(5-methyl-pyrimidin-2-yl)phenyl)amino)nicotinamide CC1=NC(=CC(=N1)NC1=NC=C(C(=O)NOCC)C(=C1)NC1=C(C(=CC=C1)C1=NC=C(C=N1)C)OC)C